(2S)-1-(((1S,3R,5S)-3-(2-(2-(bis((2S,3R,4R,5R)-2,3,4,5,6-pentahydroxyhexyl)amino)ethoxy)ethoxy)adamantan-1-yl)glycyl)pyrrolidine-2-carbonitrile O[C@@H](CN(CCOCCOC12CC3(CC(C[C@H](C1)C3)C2)NCC(=O)N2[C@@H](CCC2)C#N)C[C@@H]([C@H]([C@@H]([C@@H](CO)O)O)O)O)[C@H]([C@@H]([C@@H](CO)O)O)O